methyl (S)-2-amino-5-(5-amino-1,3-dioxoisoindolin-2-yl)pentanoate N[C@H](C(=O)OC)CCCN1C(C2=CC=C(C=C2C1=O)N)=O